CN1N=C2C=CC(=CC2=C1C(=O)NC1C(NCC1)=O)OCC1=C(N=CS1)C 2-methyl-5-[(4-methyl-1,3-thiazol-5-yl)methoxy]-N-(2-oxopyrrolidin-3-yl)-2H-indazole-3-carboxamide